C(=O)O.N1C=CC2=CC=CC(=C12)C#N 1H-indole-7-carbonitrile Formate